CC1(C(N2N(C=3C=CC=CC3C23C(N(C(C3)=O)CCC)=O)C1)=O)C 2,2-Dimethyl-1'-propyl-2,3-dihydro-1H-spiro[pyrazolo[1,2-a]indazole-9,3'-pyrrolidine]-1,2',5'-trione